C1=CC=CC=2C=3C=CC4=C(C3SC12)C1=CC=CC=C1N4C4=CC=C(C=C4)C4=CC=C(C4(C)C)C4=CC=C(C=C4)N4C1=CC=CC=C1C1=C4C=CC=4C=2C=CC=CC2SC14 1,4-bis(4-(7-aza-7H-12-thiaindeno[1,2-a]fluoren-7-yl)phenyl)-5,5-dimethyl-1,3-cyclopentadiene